(1R)-1-{5-[4-fluoro-2-(trifluoromethyl)phenyl]-1,2,4-oxadiazol-3-yl}-6-azaspiro[2.5]octane-6-sulfonamide FC1=CC(=C(C=C1)C1=NC(=NO1)[C@@H]1CC12CCN(CC2)S(=O)(=O)N)C(F)(F)F